(S)-quinuclidin-3-yl (7-(3-(trifluoromethoxy)phenyl)chroman-4-yl)carbamate FC(OC=1C=C(C=CC1)C1=CC=C2C(CCOC2=C1)NC(O[C@@H]1CN2CCC1CC2)=O)(F)F